3,3-dimethyl-4-oxopiperidine-1-carboxylic acid benzyl ester C(C1=CC=CC=C1)OC(=O)N1CC(C(CC1)=O)(C)C